(9R,13S)-13-(4-{5-chloro-2-[4-(prop-2-ylthio)phenyl]Phenyl}-6-oxo-1,6-dihydropyrimidin-1-yl)-3,9-dimethyl-3,4,7,15-tetraazatricyclo[12.3.1.02,6]Octadec-1(18),2(6),4,14,16-pentaen-8-one ClC=1C=CC(=C(C1)C=1N=CN(C(C1)=O)[C@H]1CCC[C@H](C(NC=2C=NN(C2C=2C=CN=C1C2)C)=O)C)C2=CC=C(C=C2)SC(C)C